N1C=CC2=C(C=CC=C12)CN1C(C(=CC(=C1)C(=O)N)C(=O)N([C@@H]1[C@H](C1)C)C)=O 1-((1H-indol-4-yl)methyl)-N-methyl-N-((1S,2S)-2-methylcyclopropyl)2-oxo-1,2-dihydropyridine-3,5-dicarboxamide